m-xylylenebis(dimethylmethylene) diisocyanate C1(=CC(=CC=C1)CC(C)(C)N=C=O)CC(C)(C)N=C=O